C(C)(=O)NC1CNC2=C(NC1=O)N=CC(=C2)/C=C/C(=O)N(CC=2OC1=C(C2C)C=CC=C1)C (E)-3-(3-acetamido-4-oxo-2,3,4,5-tetrahydro-1H-pyrido[2,3-b][1,4]diazepine-8-Yl)-N-methyl-N-((3-methylbenzofuran-2-yl)methyl)acrylamide